C1(=CC=CC=C1)S(=O)(=O)N1C(=CC=2C1=NC=CC2N2CCN(CC2)C(=O)O)C=2SC=C(N2)C(F)(F)F 4-(1-(benzenesulfonyl)2-(4-(trifluoromethyl)thiazol-2-yl)-1H-pyrrolo[2,3-b]pyridin-4-yl)piperazine-1-carboxylic acid